N,N-dimethyloctadecylamine hydrochloride CCCCCCCCCCCCCCCCCCN(C)C.Cl